O=C1NC(CCC1N1C(C2=CC=CC(=C2C1)OCCOC(C(=O)O)C)=O)=O 2-(2-((2-(2,6-dioxopiperidin-3-yl)-1-oxoisoindolin-4-yl)oxy)ethoxy)propionic acid